CC(CCN1C(N=C2C=CC(=CC2=C1)C)=O)=C 3-(3-methylbut-3-en-1-yl)-6-methyl-quinazolinone